(R)-N-(1-(2-(1H-indol-3-yl)ethyl)pyrrolidin-3-yl)-N-methylacetamide N1C=C(C2=CC=CC=C12)CCN1C[C@@H](CC1)N(C(C)=O)C